FC=1C2=C(N=CN1)CN(CC2)C(=O)C2=C(OC=1N=CN=C(C12)NC1(CC1)C)C 5-{4-fluoro-5H,6H,7H,8H-pyrido[3,4-d]pyrimidine-7-carbonyl}-6-methyl-N-(1-methylcyclopropyl)furo[2,3-d]pyrimidin-4-amine